(S)-N-((4-carbamimidoylthiophen-2-yl)methyl)-1-(4-oxo-4-(4-phenoxyphenyl)butyl)pyrrolidine-2-carboxamide C(N)(=N)C=1C=C(SC1)CNC(=O)[C@H]1N(CCC1)CCCC(C1=CC=C(C=C1)OC1=CC=CC=C1)=O